6-(azidomethyl)-4-methoxypyridinecarboxaldehyde N(=[N+]=[N-])CC1=CC(=CC(=N1)C=O)OC